C1(CC1)OC=1N=CC=C2C1NC(=C2)C(=O)N(C)C21CC(C2)(C1)F 7-cyclopropoxy-N-{3-fluorobicyclo[1.1.1]pentan-1-yl}-N-methyl-1H-pyrrolo[2,3-c]pyridine-2-carboxamide